5-methyl-1,1-biphenyl CC=1C=CC=C(C1)C1=CC=CC=C1